4-(3-trimethoxysilylpropyloxy)cinnamic acid methyl ester COC(C=CC1=CC=C(C=C1)OCCC[Si](OC)(OC)OC)=O